butyl 3,3-difluoro-4-(4-nitrosopiperazin-1-yl)piperidine-1-carboxylate FC1(CN(CCC1N1CCN(CC1)N=O)C(=O)OCCCC)F